(S)-2'-(1H-1,3-benzodiazol-2-yl)-6'-chloro-4-{[1-(4-fluoro-2-methoxyphenyl)butyl]carbamoyl}-[1,1'-biphenyl]-2-carboxylic acid N1C(=NC2=C1C=CC=C2)C2=C(C(=CC=C2)Cl)C=2C(=CC(=CC2)C(N[C@@H](CCC)C2=C(C=C(C=C2)F)OC)=O)C(=O)O